3-Isopropyl-2-(1-methyl-1H-pyrrol-3-yl)-7-(1H-pyrazol-4-yl)imidazo[2,1-f][1,2,4]triazin-4(3H)-one C(C)(C)N1C(=NN2C(C1=O)=NC=C2C=2C=NNC2)C2=CN(C=C2)C